O=C(C)NCC=1C=C(CN2C(C(=C(C=C2C)OCC2=C(C=C(C=C2)F)F)Br)=O)C=CC1 1-[3-((1-oxoethyl)aminomethyl)benzyl]-3-bromo-4-[(2,4-difluorobenzyl)oxy]-6-methylpyridin-2(1H)-one